1-amino-2-(3-(cyclopropylmethoxy)-4-methoxyphenyl)-2-propanol NCC(C)(O)C1=CC(=C(C=C1)OC)OCC1CC1